(2R,4S)-tert-butyl 4-(4-amino-3-((1-methyl-1H-benzo[d]imidazol-5-yl)ethynyl)-1H-pyrrolo[3,2-c]pyridin-1-yl)-2-(methoxymethyl)pyrrolidine-1-carboxylate NC1=NC=CC2=C1C(=CN2[C@H]2C[C@@H](N(C2)C(=O)OC(C)(C)C)COC)C#CC2=CC1=C(N(C=N1)C)C=C2